ethynyl-[4,7'-biquinazolin]-4'-ol C(#C)C1=NC2=CC=CC=C2C(=N1)C1=CC=C2C(=NC=NC2=C1)O